[Co].[Co].C#C acetylene dicobalt